FC1(CC(CC1)C1=CC(=C2C=NC(=NN21)N[C@H]2[C@@H](CN(CC2)S(=O)(=O)C)F)F)F 7-(3,3-difluorocyclopentyl)-5-fluoro-N-((3R,4R)-3-fluoro-1-(methylsulfonyl)piperidin-4-yl)pyrrolo[2,1-f][1,2,4]triazin-2-amine